CN1CC(CC1)NC1=C(C=NC=C1)NCC=1C=C2N=CC=NC2=CC1 (1S)-N4-(1-Methylpyrrolidin-3-yl)-N3-(quinoxalin-6-ylmethyl)pyridine-3,4-diamine